(1,3)-oxaziridine O1CN1